5-bromo-2,3-diaminopyridine BrC=1C=C(C(=NC1)N)N